4-aminomethylphenyl-boric acid NCC1=CC=C(C=C1)OB(O)O